tert-Butyl 5-methoxy-4-(((2S)-2-(4-(methoxycarbonyl)phenyl)-4,5-dimethylpiperazin-1-yl)methyl)-7-methyl-1H-indole-1-carboxylate COC=1C(=C2C=CN(C2=C(C1)C)C(=O)OC(C)(C)C)CN1[C@H](CN(C(C1)C)C)C1=CC=C(C=C1)C(=O)OC